4-((3-chloro-1,4-dioxo-1,4-dihydronaphthalen-2-ylamino)methyl)-N-(1H-indol-4-yl)benzamide ClC1=C(C(C2=CC=CC=C2C1=O)=O)NCC1=CC=C(C(=O)NC2=C3C=CNC3=CC=C2)C=C1